9a-methyl-1,4,4a,9a-tetrahydro-1,4-methanoanthracene-9,10-dione CC12C(C3=CC=CC=C3C(C2C2C=CC1C2)=O)=O